ClC=1C=CC(=C(C1)C1=CC(=NC=C1C(=O)NC=1SC(=NN1)SCCO)C)OC 4-(5-Chloro-2-methoxyphenyl)-N-(5-((2-hydroxyethyl)thio)-1,3,4-thiadiazol-2-yl)-6-methylnicotinamide